5-Amino-3-[2,5-difluoro-4-[[(2-methoxybenzoyl)amino]methyl]phenyl]-1-tetrahydrofuran-3-yl-pyrazole-4-carboxamide NC1=C(C(=NN1C1COCC1)C1=C(C=C(C(=C1)F)CNC(C1=C(C=CC=C1)OC)=O)F)C(=O)N